F[P-](F)(F)(F)(F)F.CC(C)C1=CC=2C(C3=CC=CC=C3[SH+]C2C=C1)=O 2-(1-methylethyl)-9-oxo-9H-thioxanthenium hexafluorophosphate